7-(2-Acrylamidophenyl)-2-(3,4-dimethoxyphenyl)-4,5,6,7-tetrahydropyrazolo[1,5-a]pyrimidine-3-carboxamide C(C=C)(=O)NC1=C(C=CC=C1)C1CCNC=2N1N=C(C2C(=O)N)C2=CC(=C(C=C2)OC)OC